9-((4-(dimethylamino)butyryl)oxy)hexadecanoic acid cyclopentadec-13-yl ester C1CCCCCCCCCCCC(CC1)OC(CCCCCCCC(CCCCCCC)OC(CCCN(C)C)=O)=O